C(C)N1CC(CCC1)OC(C(C1=CC=CC=C1)(C1=CC=CC=C1)O)=O 2-hydroxy-2,2-diphenylacetic acid-1-ethylpiperidin-3-yl ester